CSC(SC)=C(C#N)C#N (bis(methylthio)methylene)malononitrile